N-[4-(2-chlorophenyl)thiazol-2-yl]-5-morpholino-pyridine-2-carboxamide ClC1=C(C=CC=C1)C=1N=C(SC1)NC(=O)C1=NC=C(C=C1)N1CCOCC1